COC(=O)C1=CC2=C(N=C(N2C[C@H]2OCC2)CC2=C(C=C(C(=C2)C)Br)F)S1 (S)-2-(4-bromo-2-fluoro-5-methylbenzyl)-1-(oxetan-2-ylmethyl)-1H-thieno[2,3-d]imidazole-5-carboxylic acid methyl ester